3,5-diiodo-4-(2-hydroxyethoxy)-benzoic acid IC=1C=C(C(=O)O)C=C(C1OCCO)I